2-amino-4-(5-cyanophenyl)-3-cyano-7,7-dimethyl-5-oxo-tetrahydrobenzopyran NC1OC=2C(C(C1C#N)C1=CC=CC(=C1)C#N)C(CC(C2)(C)C)=O